ClC1=CC(=NC=C1)C1=NC(=NO1)C=1C=CC(N(C1)CC(=O)NCC)=O 2-(5-(5-(4-chloropyridin-2-yl)-1,2,4-oxadiazol-3-yl)-2-oxopyridin-1(2H)-yl)-N-ethylacetamide